C(C)(C)(C)N1N=CC(=C1F)C(=O)NC1=C(C(=C(C=C1F)C)C=1C=C(C=2N(C1)C=CN2)N2CCOCC2)F 1-Tert-butyl-N-{2,6-difluoro-4-methyl-3-[8-(morpholin-4-yl)imidazo[1,2-a]pyridin-6-yl]phenyl}-5-fluoropyrazole-4-carboxamide